1-(6-chloro-3-hydroxy-pyrazin-2-yl)-3-[(3R)-3-piperidyl]thiourea ClC1=CN=C(C(=N1)NC(=S)N[C@H]1CNCCC1)O